8-fluoro-3-(2-fluorobenzyl)-5-methyl-7-(morpholinomethyl)-3,5-dihydro-4H-pyridazino[4,5-b]indol-4-one FC1=CC=2C3=C(N(C2C=C1CN1CCOCC1)C)C(N(N=C3)CC3=C(C=CC=C3)F)=O